(S)-9-(2-chloro-4-(2-fluorophenoxy)benzoyl)-2-((methoxy-d3)methyl)-2-methyl-1,2,4,7-Tetrahydro-3H-pyrrolo[3',2':5,6]pyrido[3,4-b]pyrazin-3-one ClC1=C(C(=O)C2=CNC3=C2C2=C(NC([C@](N2)(C)COC([2H])([2H])[2H])=O)C=N3)C=CC(=C1)OC1=C(C=CC=C1)F